CC1(CC(N=C1C1=CC=CC=C1)(C1=CC=CC=C1)CN1CCOCC1)C 4,4-dimethyl-2-(morpholinomethyl)-2,5-diphenyl-3,4-dihydropyrrole